2-bromo-1-iodo-4-(trifluoromethoxy)benzene ethyl-diisobutylphosphinate C(C)OP(=O)(CC(C)C)CC(C)C.BrC1=C(C=CC(=C1)OC(F)(F)F)I